CC1(CC1)OC=1C=C2C(=NNC2=CC1)C1=CC(=NC=C1)N1CCC(CC1)CN1CCNCC1 5-(1-methylcyclopropoxy)-3-[2-[4-(piperazin-1-ylmethyl)-1-piperidyl]-4-pyridyl]-1H-indazole